bis(γ-glycidoxypropyl)dipropoxysilane C(C1CO1)OCCC[Si](OCCC)(OCCC)CCCOCC1CO1